C(C(=O)ON1C(CCC1=O)=O)(=O)ON1C(CCC1=O)=O bis(2,5-dioxopyrrolidinyl) oxalate